4-{5-[(R)-(1,3-dimethyl-azetidin-3-yl)-hydroxy-(4-isopropyl-phenyl)-methyl]-pyridin-3-yl}-2-(6-methyl-pyrimidin-4-yl)-but-3-yn-2-ol CN1CC(C1)(C)[C@@](C=1C=C(C=NC1)C#CC(C)(O)C1=NC=NC(=C1)C)(C1=CC=C(C=C1)C(C)C)O